(3-phenyl-2-cyclohexen-1-ylidene)propanedinitrile C1(=CC=CC=C1)C1=CC(CCC1)=C(C#N)C#N